C(C1=CC=CC=C1)N1N=C(N=C1)C(=O)NC1C(N(C=2N(CC1)C(=CN2)C)C)=O 1-benzyl-N-(3,9-dimethyl-8-oxo-6,7-dihydro-5H-imidazo[1,2-a][1,3]diazepin-7-yl)-1,2,4-triazole-3-carboxamide